[[4-amino-5-(4-chlorobenzoyl)thiazol-2-yl]-[6-(trifluoromethoxy)-3-pyridyl]amino]propanamide NC=1N=C(SC1C(C1=CC=C(C=C1)Cl)=O)N(C=1C=NC(=CC1)OC(F)(F)F)C(C(=O)N)C